2,3,4-trihydroxy-2'-Methylbenzophenone OC1=C(C(=O)C2=C(C=CC=C2)C)C=CC(=C1O)O